(R)-1-(4-chloro-2-(3-methyl-1H-pyrazol-1-yl)phenyl)-2,2,2-trifluoroethane-1-ol ClC1=CC(=C(C=C1)[C@H](C(F)(F)F)O)N1N=C(C=C1)C